N[C@H](C(=O)O)[C@@H](C1=CC=NC=C1)O (2S,3R)-2-Amino-3-hydroxy-3-pyridin-4-ylpropanoic acid